2-chloro-4-hydroxy-N,N-dimethylbenzamide CN(C)C(=O)C1=C(C=C(C=C1)O)Cl